Cl.FC1=CC(=C2NC=C(C[C@@H](N)C(=O)O)C2=C1)F (R,S)-5,7-Di-fluorotryptophan hydrochlorid